(3S,4R)-3,4-diaminopiperidine-1-carboxylic acid tert-butyl ester C(C)(C)(C)OC(=O)N1C[C@@H]([C@@H](CC1)N)N